COCCNC(=O)C1=CC=C2C(=NNC2=C1)C1=CC(=NO1)C1=CC=C(C=C1)C(NCCOC)=O N-(2-methoxyethyl)-3-(3-{4-[(2-methoxyethyl)carbamoyl]phenyl}-1,2-oxazol-5-yl)-1H-indazole-6-carboxamide